CO[C@@H]([C@@H](C(=O)N1[C@@H]([C@H]2C([C@H]2C1)(C)C)C(=O)OC)NC(=O)C1(CC1)C(F)(F)F)C methyl (1R,2S,5S)-3-[(2S,3R)-3-methoxy-2-[[1-(trifluoromethyl)cyclopropanecarbonyl]amino]butanoyl]-6,6-dimethyl-3-azabicyclo[3.1.0]hexane-2-carboxylate